FC1(CCC(CC1)[C@@H](C(=O)NC1=CC=C(C=C1)C=1C(=[N+](C=CC1C(F)(F)F)[O-])C)NC(=O)C1=CC=NN1CC)F (S)-3-(4-(2-(4,4-difluorocyclohexyl)-2-(1-ethyl-1H-pyrazole-5-carboxamido)acetamido)phenyl)-2-methyl-4-(trifluoromethyl)pyridine 1-oxide